2,3,4,6,7,8-hexachlorodibenzofuran ClC1=CC2=C(OC3=C2C=C(C(=C3Cl)Cl)Cl)C(=C1Cl)Cl